CC1=NC2=C(C=CC=C2C=N1)C=O 2-methyl-quinazoline-8-carbaldehyde